1-(4-methyl-1H-1,3-benzimidazol-5-yl)ethanone CC1=C(C=CC=2NC=NC21)C(C)=O